(2S,3S)-2-(3,4-dihydroxyphenyl)-3,5-dihydroxychroman-7-yl 2,2-dichloroacetate ClC(C(=O)OC1=CC(=C2C[C@@H]([C@@H](OC2=C1)C1=CC(=C(C=C1)O)O)O)O)Cl